C(C1=CC=CC=C1)OC=1C=C(C=CC1)C(CNC(=O)[C@H]1N(C[C@@H](C1)O)C([C@H](C(C)(C)C)N1N=NC(=C1)C1CC1)=O)O (2S,4R)-N-[2-(3-benzyloxyphenyl)-2-hydroxy-ethyl]-1-[(2S)-2-(4-cyclopropyltriazol-1-yl)-3,3-dimethyl-butanoyl]-4-hydroxy-pyrrolidine-2-carboxamide